6-methylthio-1,3,5-triazine-2,4-dithiol CSC1=NC(=NC(=N1)S)S